7,8-difluoro-5H-pyrido[3,2-b]indole FC=1C(=CC=2C3=C(NC2C1)C=CC=N3)F